(2S)-1-(3-(3-acetyl-6a,7,9,10-tetrahydropyrazino[1,2-d]pyrido[3,2-b][1,4]oxazin-8(6H)-yl)-3-oxopropoxy)propan C(C)(=O)C1=CC=2OCC3N(C2N=C1)CCN(C3)C(CCOCCC)=O